methyl (2R)-3-[2-(8-chloro-4-oxo-chroman-2-yl)-5-(trifluoromethyl)phenoxy]-2-(ethylsulfonylamino)propanoate ClC=1C=CC=C2C(CC(OC12)C1=C(OC[C@H](C(=O)OC)NS(=O)(=O)CC)C=C(C=C1)C(F)(F)F)=O